Cl(=O)(=O)ON(C)CC.Cl(=O)(=O)ON(C)CC.Cl(=O)(=O)ON(C)CC.Cl(=O)(=O)ON(C)CC.[Ti] titanium tetra(ethylmethylamino) tetrachlorate